C(#N)C(C)(C)N1N=C(C(=C1)NC=1C(=NC(=C(N1)NC)C=1C2=C(C=NC1)N(C=N2)C)C(=O)N)C 3-[[1-(1-Cyano-1-methyl-ethyl)-3-methyl-pyrazol-4-yl]amino]-5-(methylamino)-6-(3-methylimidazo[4,5-c]pyridin-7-yl)pyrazine-2-carboxamide